COC=1C=C(C=CC1OC)C1=NC2=C(N1CC)C=CC(=C2)C2CCN(CC2)C2CCN(CC2)C(C)C 2-(3,4-dimethoxyphenyl)-1-ethyl-5-(1'-isopropyl-[1,4'-bipiperidin]-4-yl)-1H-benzo[d]imidazole